n-propyl orthophosphate P(=O)(OCCC)([O-])[O-]